C(C)(C)(C)OC(=O)N1CCN(CC1)C=1C=NN2C1C=CC(=C2)OCCCO 4-(6-(3-Hydroxypropoxy)pyrazolo[1,5-a]pyridin-3-yl)piperazine-1-carboxylic acid tert-butyl ester